(R)-1-(2,5-difluoro-pyridin-3-yl)ethyl (4-(5-((2-methoxy-pyridin-4-yl)-carbamoyl)pyridin-2-yl)-1-methyl-1H-1,2,3-triazol-5-yl)-carbamate COC1=NC=CC(=C1)NC(=O)C=1C=CC(=NC1)C=1N=NN(C1NC(O[C@H](C)C=1C(=NC=C(C1)F)F)=O)C